CC1=CC=C(C=C1)S(=O)(=O)OCC1CC2=C(C=NC(=C2C)OCC(NC(C)C)=O)C1 [4-Methyl-3-[2-oxo-2-(propan-2-ylamino)ethoxy]-6,7-dihydro-5H-cyclopenta[c]pyridin-6-yl]methyl 4-methylbenzenesulfonate